sodium [7-oxo-3-[3-(thiazol-2-ylcarbamoyl)pyrazol-1-yl]-1,6-diazabicyclo[3.2.1]oct-3-en-6-yl] sulfate S(=O)(=O)(ON1C2C=C(CN(C1=O)C2)N2N=C(C=C2)C(NC=2SC=CN2)=O)[O-].[Na+]